O=C(COCC(=O)OC(C)(C)C)C tert-butyl 2-(2-oxopropoxy)acetate